ClC1=NN2C(C3=CC=CC=C13)=NN=N2 6-chlorotetrazolo[5,1-a]phthalazine